(E)-3-(tert-Butyl)-N-(4-(2-(4-(4-(dimethylamino)but-2-enamido)-1-isopropyl-1H-pyrazol-3-yl)-3H-imidazo[4,5-b]pyridin-7-yl)-2-fluorobenzyl)-1,2,4-oxadiazole-5-carboxamide C(C)(C)(C)C1=NOC(=N1)C(=O)NCC1=C(C=C(C=C1)C1=C2C(=NC=C1)NC(=N2)C2=NN(C=C2NC(\C=C\CN(C)C)=O)C(C)C)F